COC(CN1C=C(C=CC1=O)NC(=O)[C@@H]1CN(CCC1)C(=O)OCC1=CC=CC=C1)=O Benzyl (S)-3-((1-(2-methoxy-2-oxoethyl)-6-oxo-1,6-dihydropyridin-3-yl)carbamoyl)piperidine-1-carboxylate